4-(3-Bromo-2,4,6-trimethylphenyl)-2,5-diphenyloxazole BrC=1C(=C(C(=CC1C)C)C=1N=C(OC1C1=CC=CC=C1)C1=CC=CC=C1)C